methyl 4-(3-(2,4-dioxotetrahydropyrimidin-1(2H)-yl)-1-methyl-1H-indazol-6-yl)-piperazine-1-carboxylate O=C1N(CCC(N1)=O)C1=NN(C2=CC(=CC=C12)N1CCN(CC1)C(=O)OC)C